1-(4,6-dimethylpyrimidin-5-yl)cyclopropane-1-carboxylic acid CC1=NC=NC(=C1C1(CC1)C(=O)O)C